2-methyl-2-(3-nitropyridin-2-yl)propanoate CC(C(=O)[O-])(C)C1=NC=CC=C1[N+](=O)[O-]